NC(CCN1C(N([C@H]2[C@H](O)[C@H](O)[C@@H](CO)O2)C=CC1=O)=O)C(=O)O 3-(3-Amino-3-carboxypropyl)-Uridine